(1H-pyrazol-4-yl)-1H-indazole N1N=CC(=C1)N1N=CC2=CC=CC=C12